CN(C(=O)SC(C(=O)O)C)C1=CC=NC=C1 2-[methyl-(4-pyridyl)carbamoyl-thio]propionic acid